6-methoxypyrimidin-4-amine COC1=CC(=NC=N1)N